1-(5-(2-fluorophenyl)-1-((3-(furan-3-yl)phenyl)sulfonyl)-1H-pyrrol-3-yl)-N-methyl-methylamine hydrochloride Cl.FC1=C(C=CC=C1)C1=CC(=CN1S(=O)(=O)C1=CC(=CC=C1)C1=COC=C1)CNC